2-methyl-3-(oxetan-3-yl)-5-(5-(trifluoromethyl)-4-((2-(trimethylsilyl)ethoxy)methyl)-4H-1,2,4-triazol-3-yl)pyridine CC1=NC=C(C=C1C1COC1)C1=NN=C(N1COCC[Si](C)(C)C)C(F)(F)F